C(#N)C1(CC1)CC=1C(=NC=C(C(N)=NO)C1)C 5-((1-cyanocyclopropyl)methyl)-N'-hydroxy-6-methylnicotinimidamide